NC1=C(C(=CC=C1)Cl)C(=O)C1=NC=CC=C1Cl (2-amino-6-chloro-phenyl)-(3-chloro-2-pyridinyl)methanone